1-((2S*,4R*)-4-amino-6-fluoro-2-methyl-3,4-dihydroquinolin-1(2H)-yl)propan-1-one N[C@@H]1C[C@@H](N(C2=CC=C(C=C12)F)C(CC)=O)C |o1:1,3|